C1=C(C=CC2=CC=CC=C12)S(=O)(=O)ON1N=NC2=C1C=C(C=C2)[N+](=O)[O-] 1-β-naphthalenesulfonyloxy-6-nitrobenzotriazole